N-(4-(((2R,5S)-3-(4-Cyano-3-(trifluoromethyl)phenyl)-2-(trifluoromethyl)oxazolidin-5-yl)methoxy)phenyl)methansulfonamid C(#N)C1=C(C=C(C=C1)N1[C@H](O[C@@H](C1)COC1=CC=C(C=C1)NS(=O)(=O)C)C(F)(F)F)C(F)(F)F